N1(CCNCC1)C1=CC=C(C=N1)C=1C2=C(N=CN1)NC=C2C#N 4-(6-(piperazin-1-yl)pyridin-3-yl)-7H-pyrrolo[2,3-d]pyrimidine-5-carbonitrile